C(C)C=1N=C(C2=C(N1)SC(=C2)C)NCCCC2=CC=C(C=C2)C2=NC=C(C=C2)C(F)(F)F 2-ethyl-6-methyl-N-(3-(4-(5-(trifluoromethyl)pyridin-2-yl)phenyl)propyl)thieno[2,3-d]pyrimidin-4-amine